O=C1NC(C=C(N1)C1=CC=C(C=C1)N1CCN(CC1)CC1CCN(CC1)C1=CC=C(N=N1)C(=O)N)=O 6-(4-((4-(4-(2,6-dioxo-1,2,3,6-tetrahydropyrimidin-4-yl)phenyl)piperazin-1-yl)methyl)piperidin-1-yl)pyridazin-3-carboxamide